ClC1=C(C=C(C(=O)N2CC=3N(C4=C(C2)C=C(C(=C4)C(=O)NC4=NC(=CC=C4)C4=NN=CN4C(C)C)F)C=NC3C3CC3)C=C1)F 5-(4-chloro-3-fluorobenzoyl)-3-cyclopropyl-8-fluoro-N-[6-(4-isopropyl-4H-1,2,4-triazol-3-yl)pyridin-2-yl]-5,6-dihydro-4H-benzo[f]imidazo[1,5-a][1,4]diazepine-9-carboxamide